OCC(C)(C1=CC(=CC=C1)C(F)(F)F)NC1=NC2=C(N1)C=CC=C2CNC(N(C)OC)=O (+)-3-((2-((1-hydroxy-2-(3-(trifluoromethyl)phenyl)propan-2-yl)amino)-1H-benzo[d]imidazol-4-yl)methyl)-1-methoxy-1-methylurea